(3S)-3-[(2S,3E)-2-Amino-3-(2-oxotetrahydrofuran-3-ylidene)propyl]pyrrolidin-2-one N[C@@H](C[C@H]1C(NCC1)=O)/C=C\1/C(OCC1)=O